CN([C@H]1CN(CC1)C(C=C)=O)C=1N=CC2=C(N1)C(=NC=N2)NC2=CC(=C(C=C2)OC2=CC1=C(N(N=N1)C)C=C2)C (R)-1-(3-(methyl(8-((3-methyl-4-((1-methyl-1H-benzo[d][1,2,3]triazol-5-yl)oxy)phenyl)amino)pyrimido[5,4-d]pyrimidin-2-yl)amino)pyrrolidin-1-yl)prop-2-en-1-one